CN1N=C2C=C(C=CC2=C1)C(N1CCC2(CC1)COC1=C3CN(C(C3=CC=C12)=O)[C@@H]1C(NC(CC1)=O)=O)([2H])[2H] (S)-3-(1'-((2-methyl-2H-indazol-6-yl)methyl-d2)-6-oxo-6,8-dihydro-2H,7H-spiro[furo[2,3-e]isoindole-3,4'-piperidin]-7-yl)piperidine-2,6-dione